ClC1=CC(=C(C=N1)O)C1=CC(=C(C=C1)OC)F 6-chloro-4-(3-fluoro-4-methoxyphenyl)pyridin-3-ol